3-((2-(cyclopropanecarboxamido(4-isopropylphenyl)methyl)phenyl)carbamoyl)azetidine-1-carboxylate C1(CC1)C(=O)NC(C1=C(C=CC=C1)NC(=O)C1CN(C1)C(=O)[O-])C1=CC=C(C=C1)C(C)C